N-[2-(hydroxymethyl)-3-[4-(trifluoromethyl)phenyl]propyl]-2-(6-methyl-3-pyridyl)morpholine-4-carboxamide OCC(CNC(=O)N1CC(OCC1)C=1C=NC(=CC1)C)CC1=CC=C(C=C1)C(F)(F)F